N=1N=CC=2C1N=C(CC2N)N pyrazolo[3,4-b]pyridine-4,6-diamine